N(=C=O)C1CC(CC(C1)(C)CN=C=O)(C)C 1-isocyanato-5-isocyanatomethyl-3,3,5-trimethyl-cyclohexane